C(C)(C)(C)OC(=O)N1[C@H]([C@@H](C1)N1CCN(CC1)C(=O)OCC1=CC=CC=C1)CCO benzyl 4-((2S,3R)-1-(tert-butoxycarbonyl)-2-(2-hydroxyethyl)azetidin-3-yl)piperazine-1-carboxylate